[N+](=[N-])=C(C1=CC2=CC=CC=C2C=C1)C1=CC2=CC=CC=C2C=C1 2,2'-(diazomethylene)dinaphthalene